6-(3-ethylsulfonyl-6-isopropoxy-imidazo[1,2-a]pyridin-2-yl)-3-(trifluoromethyl)-7H-pyrrolo[3,4-b]pyridin-5-one C(C)S(=O)(=O)C1=C(N=C2N1C=C(C=C2)OC(C)C)N2CC1=NC=C(C=C1C2=O)C(F)(F)F